C(C1=CC=CC=C1)OC([C@@H](NCC1=CC(=CC=C1)C=O)CCCCN)=O 3-formyl-benzyl-L-lysine benzyl ester